bis(1,1'-biphenyl-4-yl)-9,9'-spirobi[9H-fluoren]-4-amine C1(=CC=C(C=C1)C1=C(C=2C3(C4=CC=CC=C4C2C(=C1)N)C1=CC=CC=C1C=1C=CC=CC13)C1=CC=C(C=C1)C1=CC=CC=C1)C1=CC=CC=C1